(S)-1-[2-(1-Methyl-1H-indazole-3-yl)phenyl]-2-(6-methylpyridine-2-yl)ethan-1-amine CN1N=C(C2=CC=CC=C12)C1=C(C=CC=C1)[C@H](CC1=NC(=CC=C1)C)N